CC(C[C@@H](C(N[C@@H](C[C@H]1C(NCC1)=O)C(COC1=C(C(=CC(=C1F)F)F)F)=O)=O)N1C(C(=CC=C1)NC(OC(C)(C)C)=O)=O)C tert-Butyl (1-((s)-4-methyl-1-oxo-1-(((s)-3-oxo-1-((s)-2-oxopyrrolidin-3-yl)-4-(2,3,5,6-tetrafluorophenoxy)butan-2-yl)amino)pentan-2-yl)-2-oxo-1,2-dihydropyridin-3-yl)carbamate